ClC1=NC=C(C(=O)NC[C@H](C(C)(C)O)F)C(=C1)NC1CCC(CC1)C1=NN(C=C1)C(F)F (R)-6-chloro-4-((4-(1-(difluoromethyl)-1H-pyrazol-3-yl)cyclohexyl)amino)-N-(2-fluoro-3-hydroxy-3-methylbutyl)nicotinamide